1-(1-methyl-6-(piperazine-1-yl)-1H-indazol-3-yl)dihydropyrimidine-2,4(1H,3H)-dione CN1N=C(C2=CC=C(C=C12)N1CCNCC1)N1C(NC(CC1)=O)=O